C(C)(C)(C)OC(N[C@@H]1[C@@H](CCCC1)N)=O ((1S,2R)-2-amino-cyclohexyl)-carbamic acid tert-butyl ester